(S)-N-(1-(2,7-Dimethylquinolin-5-yl)cyclopropyl)-2-methyl-5-((1-methylazetidin-2-yl)methoxy)benzamide CC1=NC2=CC(=CC(=C2C=C1)C1(CC1)NC(C1=C(C=CC(=C1)OC[C@H]1N(CC1)C)C)=O)C